C1=CC=C(C(=C1)C2=C3C=CC(=C(C4=NC(=C(C5=CC=C(N5)C(=C6C=CC2=N6)C7=CC=CC=C7N)C8=CC=CC=C8N)C=C4)C9=CC=CC=C9N)N3)N Tetrakis(o-Aminophenyl)Porphyrin